C(C1=CC=CC=C1)OC1=C(C(=C(C(=O)N(C)OC)C=C1F)I)F 4-(benzyloxy)-3,5-difluoro-2-iodo-N-methoxy-N-methylbenzamide